cobalt-zinc cyanide [C-]#N.[Zn+2].[Co+2].[C-]#N.[C-]#N.[C-]#N